C1(=CC=CC=C1)C1CC=NO1 5-phenyl-2-isoxazoline